COC(=O)C1=NC=C(N=C1C=C(C)C)OC 5-methoxy-3-(2-methylpropan-1-en-1-yl)pyrazine-2-carboxylic acid methyl ester